sodium tetra-n-butylphosphonium C(CCC)[P+](CCCC)(CCCC)CCCC.[Na+]